3-chloro-6,7-difluoro-4H-benzo[e][1,2,4]thiadiazine 1,1-dioxide ClC1=NS(C2=C(N1)C=C(C(=C2)F)F)(=O)=O